(R)-N-((4-ethynylthiophen-2-yl)methyl)-2-(9-(pyridin-2-yl)-6-oxaspiro[4.5]decan-9-yl)ethylamine C(#C)C=1C=C(SC1)CNCC[C@]1(CCOC2(CCCC2)C1)C1=NC=CC=C1